BrC1=CC(=CC2=C1OCCO2)C=O 8-Bromo-2,3-dihydrobenzo[b]-[1,4]dioxine-6-carbaldehyde